sodium silicate potassium salt [K+].[Si]([O-])([O-])(O)O.[Na+]